CC1=C(C=C(C=C1)[N+](=O)[O-])S(=O)(=O)NC1(CC1)CC1=NC=CC=C1 2-methyl-5-nitro-N-[1-(2-pyridylmethyl)cyclopropyl]benzenesulfonamide